(2S,4R)-1-((S)-2-(2-(2-aminoethoxy)acetamido)-3,3-dimethylbutyryl)-4-hydroxy-N-(4-(4-methylthiazol-5-yl)benzyl)pyrrolidine-2-carboxamide NCCOCC(=O)N[C@H](C(=O)N1[C@@H](C[C@H](C1)O)C(=O)NCC1=CC=C(C=C1)C1=C(N=CS1)C)C(C)(C)C